COCCOCCOC=C=C diethylene glycol allenyl methyl ether